Methyl (3S)-1-(3-fluoro-4-{5-[(1R)-1-methyl-1,2,3,4-tetrahydroisoquinoline-2-carbonyl]-7-[4-(trifluoromethyl)phenyl]pyrazolo[1,5-a]pyrimidin-2-yl}phenyl)pyrrolidine-3-carboxylate FC=1C=C(C=CC1C1=NN2C(N=C(C=C2C2=CC=C(C=C2)C(F)(F)F)C(=O)N2[C@@H](C3=CC=CC=C3CC2)C)=C1)N1C[C@H](CC1)C(=O)OC